FC=1C=C(C=CC1B1OC(C(O1)(C)C)(C)C)N1CCN(CC1)C(=O)OC(C)(C)C tert-butyl 4-(3-fluoro-4-(4,4,5,5-tetramethyl-1,3,2-dioxaborolan-2-yl)phenyl)piperazine-1-carboxylate